(S)-3-(1-aminoethyl)-phenol N[C@@H](C)C=1C=C(C=CC1)O